BrC1=C(C=NN(C1=O)C)N[C@@H]1C[C@@H](CN(C1)C)C1=CC=C(C(=O)N2CCN(CC2)C=2C=CC(=C(C2)C2C(NC(CC2)=O)=O)F)C=C1 3-[5-[4-[4-[(3R,5R)-5-[(5-bromo-1-methyl-6-oxo-pyridazin-4-yl)amino]-1-methyl-3-piperidyl]benzoyl]piperazin-1-yl]-2-fluoro-phenyl]piperidine-2,6-dione